C(C1=CC=CC=C1)N(CC(COCCN1CCN(CC1)CCOCCOCCOCCOCCNC(OC(C)(C)C)=O)F)CC1=CC=CC=C1 Tert-butyl N-[2-[2-[2-[2-[2-[4-[2-[3-(dibenzylamino)-2-fluoro-propoxy]ethyl]piperazin-1-yl] ethoxy]ethoxy]ethoxy]ethoxy]ethyl]carbamate